6-(2,3-dimethoxyfurfurylamino)-9-β-D-arabinofuranosylpurine COC1(CNC2=C3N=CN(C3=NC=N2)[C@H]2[C@@H](O)[C@H](O)[C@H](O2)CO)C(C=CO1)OC